FC1=C(C=C(C=C1)N(C(=O)C=1C=CC=2N(C1)C(=CN2)C=2C=NC(=CC2)NC(N(C)OC)=O)C)OC N-(4-fluoro-3-methoxy-phenyl)-3-[6-[[methoxy(methyl)carbamoyl]amino]-3-pyridinyl]-N-methyl-imidazo[1,2-a]pyridine-6-carboxamide